BrC=1C=CC2=C(CC(CC=3N2C(=NN3)[C@@H]3CC[C@H](CC3)C(F)(F)F)=O)C1 8-bromo-1-[trans-4-(trifluoromethyl)cyclohexyl]-4H-[1,2,4]triazolo[4,3-a][1]benzazepine-5(6H)-one